D-3,6-dipropyl-1,4-dioxane C(CC)[C@@H]1COC(CO1)CCC